3-(3-formyl-cyclohexyl)-propanal C(=O)C1CC(CCC1)CCC=O